4,4'-bis(4-formylphenyl)benzil C(=O)C1=CC=C(C=C1)C1=CC=C(C=C1)C(=O)C(=O)C1=CC=C(C=C1)C1=CC=C(C=C1)C=O